(2R,3R)-(+)-bis(Diphenylphosphino)butan C1(=CC=CC=C1)P(C1=CC=CC=C1)[C@@H]([C@@H](C)P(C1=CC=CC=C1)C1=CC=CC=C1)C